5-bromo-4-fluoro-1,3-dihydrobenzo[c][1,2,5]thiadiazole 2,2-dioxide BrC1=C(C2=C(NS(N2)(=O)=O)C=C1)F